C(C1=C(C(=CC(=C1)CCC)C)OCC(=O)N)C1=C(C(=CC(=C1)CCC)C)OCC(=O)N 2,2'-((methylenebis(4-propyl-6-methyl-2,1-phenylene))bis(oxy))diacetic amide